C(C)N1CCN(CC1)C=1C=C(C=CC1F)NC1=NC=CC(=N1)C=1C=C2C(CN=CC2=CC1)(C)C 6-(2-((3-(4-Ethylpiperazin-1-yl)-4-fluorophenyl)amino)pyrimidin-4-yl)-4,4-dimethyl-3,4-Dihydroisoquinolin